(1aR,5aR)-2-(2,4-Difluoro-phenyl)-1a,2,5,5a-tetrahydro-1H-2,3-diaza-cyclopropa[a]pentalene-4-carboxylic acid pyrazin-2-ylamide N1=C(C=NC=C1)NC(=O)C=1C=2C[C@@H]3[C@H](C2N(N1)C1=C(C=C(C=C1)F)F)C3